tert-butyl (S)-4-((S)-7-allyl-7-(2-bromobenzyl)-2-chloro-8-oxo-5,6,7,8-tetrahydroquinazolin-4-yl)-2-(cyanomethyl)piperazine-1-carboxylate C(C=C)[C@@]1(CCC=2C(=NC(=NC2C1=O)Cl)N1C[C@@H](N(CC1)C(=O)OC(C)(C)C)CC#N)CC1=C(C=CC=C1)Br